CC1(CCC(CC1)=C(C)C)C(C(=O)[O-])C1=CC=CC=C1 1-Methyl-4-(propan-2-ylidene)cyclohexyl-2-phenylacetat